4-(2-(2-Fluorophenyl)piperidin-1-yl)-N-((R,E)-4-(methylsulfonyl)but-3-en-2-yl)benzamide FC1=C(C=CC=C1)C1N(CCCC1)C1=CC=C(C(=O)N[C@H](C)\C=C\S(=O)(=O)C)C=C1